[Be].[B].[Ba] Barium boron beryllium